rac-tert-butyl (2S,3R)-3-azido-2-[(2,3'-difluoro[1,1'-biphenyl]-3-yl)methyl]-4,4-difluoropyrrolidine-1-carboxylate N(=[N+]=[N-])[C@@H]1[C@@H](N(CC1(F)F)C(=O)OC(C)(C)C)CC=1C(=C(C=CC1)C1=CC(=CC=C1)F)F |r|